10-(2,4-dihydroxyphenyl)-10H-9-oxa-10-phosphaphenanthrene-10-oxide OC1=C(C=CC(=C1)O)P1(OC2=CC=CC=C2C=2C=CC=CC12)=O